1,3-biscitraconimidoethylbenzene C1(C(C)=CC(N1CCC1=CC(=CC=C1)CCN1C(C(C)=CC1=O)=O)=O)=O